(4-nonyl-phenyl)-phosphite C(CCCCCCCC)C1=CC=C(C=C1)OP([O-])[O-]